2,3-dibromopropane BrC(C)CBr